ethyl 5-(4,4'-di-n-nonylbenzylamino)-5-oxopentanoate C(CCCCCCCC)C1(CC=C(CNC(CCCC(=O)OCC)=O)C=C1)CCCCCCCCC